(R)-8-chloro-4-((3-chloro-4-fluorophenyl)amino)-6-(((4-cyanothiophen-2-yl)(1-(2-hydroxyethyl)-1H-1,2,3-triazol-4-yl)methyl)amino)quinoline-3-carbonitrile ClC=1C=C(C=C2C(=C(C=NC12)C#N)NC1=CC(=C(C=C1)F)Cl)N[C@H](C=1N=NN(C1)CCO)C=1SC=C(C1)C#N